2-[2-({7-methoxy-5-[(pyridin-3-ylcarbonyl)amino]-2,3-dihydroimidazo[1,2-c]Quinazolin-8-yl}oxy)ethyl]Morpholine-4-carboxylic acid tert-butyl ester C(C)(C)(C)OC(=O)N1CC(OCC1)CCOC=1C=CC=2C=3N(C(=NC2C1OC)NC(=O)C=1C=NC=CC1)CCN3